C1(CCCC1)OC(CN1C=2N(CC[C@H]1C(F)(F)F)C(C=C(N2)N2[C@@H](COCC2)C)=O)=O [(S)-8-((R)-3-Methyl-morpholin-4-yl)-6-oxo-2-trifluoromethyl-3,4-dihydro-2H,6H-pyrimido[1,2-a]-pyrimidin-1-yl]acetic acid cyclopentyl ester